Dimethylhafnium (2',2'''-(pyridine-2,6-diyl)bis((3-adamantan-1-yl)-5-(tert-butyl)-[1,1'-biphenyl]-2-olate)) N1=C(C=CC=C1C1=C(C=CC=C1)C=1C(=C(C=C(C1)C(C)(C)C)C12CC3CC(CC(C1)C3)C2)[O-])C2=C(C=CC=C2)C=2C(=C(C=C(C2)C(C)(C)C)C23CC1CC(CC(C2)C1)C3)[O-].C[Hf+2]C